C(C1=CC=CC=C1)OC(=O)N1C(CNCC1)CC1=CC=C(C=C1)N (4-aminobenzyl)piperazine-1-carboxylic acid benzyl ester